5-(8-((1S,2S)-2-(5-(2,2-difluoroethoxy)pyridin-2-yl)cyclopropyl)imidazo[1,2-b]pyridazin-6-yl)pyrimidine-2,4(1H,3H)-dione FC(COC=1C=CC(=NC1)[C@@H]1[C@H](C1)C=1C=2N(N=C(C1)C=1C(NC(NC1)=O)=O)C=CN2)F